(Z)-N'-hydroxy-2-(methylamino)isonicotinamidine O\N=C(\C1=CC(=NC=C1)NC)/N